ClC1=C(C=CC=C1CC)N1CCN(CC1)C[C@@H](CCNC(=O)C=1OC2=C(C1)C=CC=C2)F (R)-N-(4-(4-(2-chloro-3-ethylphenyl)piperazin-1-yl)-3-fluorobutyl)benzofuran-2-carboxamide